methyl (E)-4-[2-[2-[[4-[(2,2,2-trifluoroacetyl)amino]phenyl]sulfonylamino]ethoxy]ethoxy]but-2-enoate FC(C(=O)NC1=CC=C(C=C1)S(=O)(=O)NCCOCCOC/C=C/C(=O)OC)(F)F